C(=O)O.C(C)OC1=NC(=NC=C1C(=O)NC1=CC2=CN(N=C2C(=C1)F)C)N(C1CCNCC1)CC 4-ethoxy-2-(ethyl-(piperidin-4-yl)amino)-N-(7-fluoro-2-methyl-2H-indazol-5-yl)pyrimidine-5-carboxamide formate salt